(±)-trans-4-phenyl-N-(quinolin-8-yl)pyrrolidine-3-carboxamide dihydrochloride Cl.Cl.C1(=CC=CC=C1)[C@H]1[C@@H](CNC1)C(=O)NC=1C=CC=C2C=CC=NC12 |r|